1-(pyridin-2-yl)ethane-1-imine N1=C(C=CC=C1)C(C)=N